14C-thymidine CC1=CN(C(=O)NC1=O)[C@H]2C[C@@H]([C@H](O2)[14CH2]O)O